C(C)(C)(C)OC(N(C1=NC=C(C2=CC=C(C=C12)Cl)C=1SC(=C(N1)CN(C)C(=O)OC(C)(C)C)C1CCOCC1)C(=O)OC(C)(C)C)=O (tert-butoxycarbonyl)(4-(4-(((tert-butoxycarbonyl)(methyl)amino)methyl)-5-(tetrahydro-2H-pyran-4-yl)thiazol-2-yl)-7-chloroisoquinolin-1-yl)carbamic acid tert-butyl ester